C(C)(C)(C)C1CCN(CC1)C(=O)C1NC2=CC=C(C=C2C1)C#N 2-(4-(tert-butyl)piperidine-1-carbonyl)-5-cyanoindoline